6-chloro-5-methoxy-3-(4-morpholinoanilino)pyrazine-2-carboxamide ClC1=C(N=C(C(=N1)C(=O)N)NC1=CC=C(C=C1)N1CCOCC1)OC